BrC1=CC=C(C=C1)N1CCC2(CN(C2)C2=C(C=C(C(=O)OC)C=C2)Cl)CC1 Methyl 4-(7-(4-bromophenyl)-2,7-diazaspiro[3.5]nonan-2-yl)-3-chlorobenzoate